C(C)/C(/C(=O)OCC=1N(C2=C(C=CC=C2C1)Br)CC1CC1)=C\C1=C(C2=C(N(N=N2)C)C(=C1)Cl)C (7-Bromo-1-(cyclopropylmethyl)-1H-indol-2-yl)methanol ethyl-(2E)-3-(7-chloro-1,4-dimethyl-1H-benzotriazol-5-yl)prop-2-enoate